OC1=CC=C2C(C(COC2=C1OC)C1=C(C=C2C(=C1)OCO2)OC)=O 7-hydroxy-2',8-dimethoxy-4',5'-methylenedioxyisoflavanone